ClC1=NC=C2NC(N(C2=N1)C1=CC=CC=C1)=O 2-chloro-9-phenyl-7,9-dihydro-8H-purin-8-one